FC1=CC2=C(N=C(S2)NC[C@H]2N(C3CC([C@H]2C)C3)C(=O)C=3N=C(SC3C3=NC=CC=N3)C)C=C1 6-Fluoro-N-({(3S,4R)-4-methyl-2-[2-methyl-5-(pyrimidin-2-yl)-1,3-thiazol-4-carbonyl]-2-azabicyclo[3.1.1]heptan-3-yl}methyl)-1,3-benzothiazol-2-amin